1-[2-[(3S)-2,6-dioxo-3-piperidyl]-1-oxo-isoindolin-5-yl]azetidine-3-carbaldehyde O=C1NC(CC[C@@H]1N1C(C2=CC=C(C=C2C1)N1CC(C1)C=O)=O)=O